N-[6-[2-(cyclopentoxymethyl)pyrimidin-5-yl]-1,3-Benzothiazole-2-yl]cyclopropanecarboxamide C1(CCCC1)OCC1=NC=C(C=N1)C1=CC2=C(N=C(S2)NC(=O)C2CC2)C=C1